NC1=C2C(=NC=N1)N(N=C2C2=CC(=C(CNC(C1=C(C=CC(=C1)F)OC)=O)C=C2)C)C=2C=NC(=CC2)N2CCNCC2 N-(4-(4-amino-1-(6-(piperazin-1-yl)pyridin-3-yl)-1H-pyrazolo[3,4-d]pyrimidin-3-yl)-2-methylbenzyl)-5-fluoro-2-methoxybenzamide